NC1CN(CCC1)C1=NN=C(O1)C=1C(=NC=C(N1)C1=CC=C(C=C1)S(=O)(=O)C(C)C)N 3-[5-(3-amino-1-piperidyl)-1,3,4-oxadiazol-2-yl]-5-(4-isopropylsulfonylphenyl)pyrazin-2-amine